(5-methylisoxazol-3-yl)methanamine CC1=CC(=NO1)CN